C(C)NC(CN(C)C1=C(C=C(C=C1)C=O)C)=O N-ETHYL-2-[(4-FORMYL-2-METHYLPHENYL)(METHYL)AMINO]ACETAMIDE